C12CNCC(CC1)C2CC2=CC=C(C=C2)NC(OCC2=CN=CO2)=O oxazol-5-ylmethyl (4-((3-azabicyclo[3.2.1]octan-8-yl)methyl)phenyl)carbamate